4-cyano-2-methoxy-N-(4-methoxy-6-((5-propioloyl-5,6-dihydropyrrolo[3,4-c]pyrazol-1(4H)-yl)methyl)benzo[d]isoxazol-3-yl)benzenesulfonamide C(#N)C1=CC(=C(C=C1)S(=O)(=O)NC1=NOC2=C1C(=CC(=C2)CN2N=CC1=C2CN(C1)C(C#C)=O)OC)OC